C\C(=C/CC=1C(=C(C(=O)O)C(=CC1O)\C=C\CCC)O)\CCC=C(C)C 3-[(2E)-3,7-dimethylocta-2,6-dien-1-yl]-2,4-dihydroxy-6-[(1E)-pent-1-en-1-yl]benzoic acid